COC(C[C@@H]1CN(CC(C1)(F)F)C=1C(=NC(=CC1)C=1N=NN(C1CN1C(O[C@H](C1)CC1CC1)=O)C)CC)=O 2-((S)-1-(6-(5-(((S)-5-(cyclopropylmethyl)-2-oxooxazolidin-3-yl)methyl)-1-methyl-1H-1,2,3-triazol-4-yl)-2-ethylpyridin-3-yl)-5,5-difluoropiperidin-3-yl)acetic acid methyl ester